FC(C1=NN=C(O1)C1=CC(=C(C=C1)CN(C(=O)N1CC(S(CC1)(=O)=N)C)C1=CC=CC=C1)F)F N-[[4-[5-(difluoromethyl)-1,3,4-oxadiazol-2-yl]-2-fluoro-phenyl]methyl]-1-imino-2-methyl-1-oxo-N-phenyl-1,4-thiazinan-4-carboxamide